acetone (Acetate) C(C)(=O)O.CC(=O)C